C[C@H](CCCC)CCCCC[C@H](CCCCCC)C (5R,11S)-5,11-dimethylheptadecane